C(#N)C1=C(C2=C(N(C(N(C2=O)C(C(=O)O)(C)C)=O)CC(OC2CCOCC2)C2=C(C=CC(=C2)C(F)(F)F)OC)S1)C 2-(6-cyano-1-(2-(2-methoxy-5-(trifluoromethyl)phenyl)-2-((tetrahydro-2H-pyran-4-yl)oxy)ethyl)-5-methyl-2,4-dioxo-1,2-dihydrothieno[2,3-d]pyrimidin-3(4H)-yl)-2-methylpropanoic acid